(2S)-2-amino-4-((3-(2',4'-dichloro-[1,1'-biphenyl]-4-yl)-4,4,4-trifluoro-3-hydroxybutyl)sulfonyl)butanoic acid N[C@H](C(=O)O)CCS(=O)(=O)CCC(C(F)(F)F)(O)C1=CC=C(C=C1)C1=C(C=C(C=C1)Cl)Cl